C([C@@H]1[C@H]([C@H]([C@H](O1)OP(=O)(O)O)O)O)OP(=O)(O)O The molecule is a D-ribose 1,5-diphosphate in which the anomeric centre has alpha-configuration. It is a conjugate acid of an alpha-D-ribose 1,5-bisphosphate(4-).